S1C=NC2=C1C=CC(=C2)NC2=CC=NC1=CC=C(C=C21)C2=CC=C(C=C2)C2CCN(CC2)C(CO)=O 1-(4-(4-(4-(benzo[d]thiazol-5-ylamino)quinolin-6-yl)phenyl)piperidin-1-yl)-2-hydroxyethan-1-one